C(C1=CC=CC=C1)(=O)N1CC2(C(N(C=3C=NC=4C=C(C(=CC4C32)Br)F)C)=O)C1 1-Benzoyl-8'-Bromo-7'-fluoro-3'-methylspiro[azetidine-3,1'-pyrrolo[2,3-c]quinolin]-2'(3'H)-one